CC1=CC=C2C(=N1)C(=CS2)C(=O)NS(=O)(=O)C 5-methyl-N-methylsulfonyl-thieno[3,2-b]pyridine-3-carboxamide